3-[(3-Chlorobenzyl)amino]pyrazine-2-carboxamide ClC=1C=C(CNC=2C(=NC=CN2)C(=O)N)C=CC1